O=CCCCCCCC#N 8-OXOOCTANENITRILE